C(#C)C=1C(=CC=C2C=C(C=C(C12)C1=C(C2=C(C=N1)C(=NN2C)C2C1CN(C(C2)CC1)C(=O)OC(C)(C)C)F)OCOC)F tert-butyl 5-[6-[8-ethynyl-7-fluoro-3-(methoxymethoxy)-1-naphthyl]-7-fluoro-1-methyl-pyrazolo[4,3-c]pyridin-3-yl]-2-azabicyclo[2.2.2]octane-2-carboxylate